2-[4'-chloro-2'-(4-methyl-1,2,4-triazol-3-yl)-[1,1'-biphenyl]-3-yl]-6-({[(1-hydroxycyclopentyl)methyl]amino}methyl)-3H-isoindol-1-one ClC1=CC(=C(C=C1)C1=CC(=CC=C1)N1C(C2=CC(=CC=C2C1)CNCC1(CCCC1)O)=O)C1=NN=CN1C